bromobenzene BrC1=CC=CC=C1